C(C)(C)(C)[Si](OCC=CB1OC(C(O1)(C)C)(C)C)(C)C tert-butyl-dimethyl-[3-(4,4,5,5-tetramethyl-1,3,2-dioxaborolan-2-yl)allyloxy]silane